[2-[(6-amino-3-pyridyl)methyl]-3,4-dihydro-1H-isoquinolin-6-yl]methanol NC1=CC=C(C=N1)CN1CC2=CC=C(C=C2CC1)CO